FC(CCNC(OCN1C(CCC2=CC=C(C=C12)CCN1CCN(CC1)C1=CC(=CC=2SC=CC21)F)=O)=O)(F)F (7-(2-(4-(6-Fluorobenzo[b]thiophen-4-yl)piperazin-1-yl)ethyl)-2-oxo-3,4-dihydroquinolin-1(2H)-yl)methyl (3,3,3-trifluoropropyl)carbamate